2-amino-N,N-di(2-(2,5-dicarbonyl-2,5-dihydro-1H-pyrrol-1-yl)ethyl)ethane-1-sulfonamide NCCS(=O)(=O)N(CCN1C(C=CC1=C=O)=C=O)CCN1C(C=CC1=C=O)=C=O